C(OC[C@H]1O[C@@]([C@@H]([C@@H]1O)O)(C#N)C1=CC=C2C(=NC=NN21)N)(O[C@@H](C)C2=CC=CC=C2)=O ((2R,3S,4R,5R)-5-(4-aminopyrrolo[2,1-f][1,2,4]triazin-7-yl)-5-cyano-3,4-dihydroxytetrahydrofuran-2-yl)methyl ((S)-1-phenylethyl) carbonate